1-methoxy-3-methylbutan COCCC(C)C